C(=O)C1=C(C=CC(=C1)S(=O)(=O)[O-])S(=O)(=O)[O-] 2-formylbenzene-1,4-disulfonate